tert-butyl (3R,4S)-3-fluoro-4-((R)-3-hydroxy-2-oxopyrrolidin-1-yl)piperidine-1-carboxylate F[C@@H]1CN(CC[C@@H]1N1C([C@@H](CC1)O)=O)C(=O)OC(C)(C)C